(R)-2-methoxy-N-(4-(2-methoxyethoxy)-2-(thiazol-5-yl)quinolin-6-yl)propanamide Cyclopentyl-(1-hydroxy-7-methyl-1,3-dihydrobenzo[c][1,2]oxaborole-6-carbonyl)-L-valinate C1(CCCC1)N([C@@H](C(C)C)C(=O)O)C(=O)C=1C=CC2=C(B(OC2)O)C1C.CO[C@@H](C(=O)NC=1C=C2C(=CC(=NC2=CC1)C1=CN=CS1)OCCOC)C